OC1=CC=2CC(N3C(C2C2=C1OC(C2)(C)C)=CC(C(=C3)C(=O)OCC)=O)C(C)C ethyl 4-hydroxy-7-isopropyl-2,2-dimethyl-11-oxo-2,6,7,11-tetrahydro-1H-furo[2,3-H]pyrido[2,1-a]isoquinoline-10-carboxylate